N[C@@H](CCSC)C(=O)O |r| DL-Methionine